1-(7-methyl-2-((S)-2-methylazetidine-1-yl)-6,7-dihydro-5H-cyclopenta[d]pyrimidin-4-yl)azetidine-3-acetic acid methyl ester COC(CC1CN(C1)C=1C2=C(N=C(N1)N1[C@H](CC1)C)C(CC2)C)=O